5,6,7,8-tetrahydropyrido[3,4-d]pyrimidin N1=CN=CC2=C1CNCC2